BrCC(=O)NC=1N=NC(=C(C1)C1CC1)C1=C(C=C(C=C1)C#C)OCOCC 2-bromo-N-(5-cyclopropyl-6-(2-(ethoxymethoxy)-4-ethynylphenyl)pyridazin-3-yl)acetamide